trans-N-(4-(5-chlorobenzofuran-2-carboxamido)cyclohexyl)-3-(4-chlorophenyl)-1,2,4-oxadiazole-5-carboxamide ClC=1C=CC2=C(C=C(O2)C(=O)N[C@@H]2CC[C@H](CC2)NC(=O)C2=NC(=NO2)C2=CC=C(C=C2)Cl)C1